ethyl 2-(2,5-difluorophenyl)oxazole-5-carboxylate FC1=C(C=C(C=C1)F)C=1OC(=CN1)C(=O)OCC